tert-Butyl 3-(7-bromo-5-chloro-4-(trifluoromethyl)benzo[d]oxazol-2-yl)-3,6-diazabicyclo[3.1.1]heptane-6-carboxylate BrC1=CC(=C(C=2N=C(OC21)N2CC1N(C(C2)C1)C(=O)OC(C)(C)C)C(F)(F)F)Cl